5-chloro-4-(1-{[p-(trifluoromethyl)phenyl]methyl}-1H-pyrazol-4-yl)-2-pyridinyl-amine ClC=1C(=CC(=NC1)N)C=1C=NN(C1)CC1=CC=C(C=C1)C(F)(F)F